6-[2-[[4-[5-(Difluoromethyl)-1,3,4-oxadiazol-2-yl]-2-fluorophenyl]methyl]tetrazol-5-yl]-N-methylquinolin-2-amine FC(C1=NN=C(O1)C1=CC(=C(C=C1)CN1N=C(N=N1)C=1C=C2C=CC(=NC2=CC1)NC)F)F